NC1=C2C(=NC=N1)N(N=C2C2=C(C=C(C=C2)OC2=CC=CC=C2)F)[C@@H]2CC[C@H](CC2)N2CCN(CC2)CCO 2-(4-((trans)-4-(4-amino-3-(2-fluoro-4-phenoxyphenyl)-1H-pyrazolo[3,4-d]pyrimidin-1-yl)cyclohexyl)piperazin-1-yl)ethanol